(4,4-difluoropiperidin-1-yl)(1-(3-(1-oxidothiazolidine-3-carbonyl)phenyl)-1H-pyrrolo[2,3-b]pyridin-5-yl)methanone FC1(CCN(CC1)C(=O)C=1C=C2C(=NC1)N(C=C2)C2=CC(=CC=C2)C(=O)N2CS(CC2)=O)F